3-(3-((2-ethylhexyl)oxy)-5-pentadecylphenyl)prop-2-yn-1-yl methanesulfonate CS(=O)(=O)OCC#CC1=CC(=CC(=C1)CCCCCCCCCCCCCCC)OCC(CCCC)CC